ClC1=C(C=CC(=C1)C(=O)N1[C@H]([C@@H](N(CC1)C1=CC(=CC=C1)Cl)C)C)[S@](=O)CC(=O)C1=CN=NC=C1 |&1:24| (±)-2-((2-Chloro-4-(4-(3-chlorophenyl)-trans-2,3-dimethylpiperazine-1-carbonyl)phenyl)sulfinyl)-1-(pyridazin-4-yl)ethan-1-one